bismuth(III) oxide perchlorate Cl(=O)(=O)(=O)[O-].[Bi+]=O